C(=O)(OC(C)(C)C)N1C(CC(C1)O)C(=O)O 1-(Boc)-4-hydroxy-2-pyrrolidinecarboxylic acid